diethyl (oxalate) methacrylate C(C(=C)C)(=O)O.C(C(=O)OCC)(=O)OCC